(S)-5-chloro-3-(4-(2-(4,4-difluorocyclohexyl)-2-(1-methyl-1H-pyrazole-5-carboxamido)acetamido)-2-fluorophenyl)-2-methylpyridine 1-oxide ClC=1C=C(C(=[N+](C1)[O-])C)C1=C(C=C(C=C1)NC([C@@H](NC(=O)C1=CC=NN1C)C1CCC(CC1)(F)F)=O)F